tert-butyl (E)-(4-((2-hydroxyethyl)(methyl)amino)-4-oxobut-2-en-1-yl)(2-(4-iodophenoxy)ethyl)carbamate OCCN(C(/C=C/CN(C(OC(C)(C)C)=O)CCOC1=CC=C(C=C1)I)=O)C